FC1(CCN(CC1)C1=NC=CC2=C1N=C(N=C2)NC=2C(N(C=1CCN(CC1C2)CCO)C)=O)F 3-((8-(4,4-Difluoropiperidin-1-yl)pyrido[3,4-d]pyrimidin-2-yl)amino)-6-(2-hydroxyethyl)-1-Methyl-5,6,7,8-tetrahydro-1,6-naphthyridin-2(1H)-one